4-(3-((2-((2-((dimethylamino)methyl)oxazol-5-yl)amino)-5-(trifluoromethyl)pyrimidin-4-yl)amino)propyl)-1,4-oxazepan-3-one CN(C)CC=1OC(=CN1)NC1=NC=C(C(=N1)NCCCN1C(COCCC1)=O)C(F)(F)F